O=C1NC(CCC1N1C(C2=CC=C(C=C2C1)CNC(C(C1=NC=C(C=C1)C)(F)F)=O)=O)=O N-((2-(2,6-dioxopiperidin-3-yl)-1-oxoisoindolin-5-yl)methyl)-2,2-difluoro-2-(5-methylpyridin-2-yl)acetamide